2-(4-(trifluoromethoxy)phenyl)acetonitrile FC(OC1=CC=C(C=C1)CC#N)(F)F